COCCCOC1=C(C(=NC=C1)CSC1=NC2=C(N1)C=CC(=C2)N2N=CC=C2)C 2-[({4-[(3-methoxypropyl)oxy]-3-methylpyridin-2-yl}methyl)thio]-5-(pyrazol-1-yl)-1H-benzo[d]imidazole